CC=1C=C(C=CC1OC1=CC2=C(N(C=N2)C)C=C1)NC1=NC=NN2C1=C(C=C2)C2CN(C2)C(\C=C\CNC)=O (E)-1-(3-(4-((3-methyl-4-((1-methyl-1H-benzo[d]imidazol-5-yl)oxy)phenyl)amino)pyrrolo[2,1-f][1,2,4]triazin-5-yl)azetidin-1-yl)-4-(methylamino)but-2-en-1-one